FC(C1=NN=C(O1)C1=CC(=C(CN2N=NC(=C2)C=2C=C(N)C=CC2F)C=C1)F)F 3-(1-(4-(5-(difluoromethyl)-1,3,4-oxadiazol-2-yl)-2-fluorobenzyl)-1H-1,2,3-triazol-4-yl)-4-fluoroaniline